[IH2+].N1=CC=CC2=CC=CC=C12 quinoline iodonium salt